1-([1,1'-biphenyl]-4-yl)-2-(4-(pyridin-4-yl)phenyl)-1H-phenanthro[9,10-d]imidazole C1(=CC=C(C=C1)N1C(=NC2=C1C1=CC=CC=C1C=1C=CC=CC12)C1=CC=C(C=C1)C1=CC=NC=C1)C1=CC=CC=C1